5-{4,6-Bis[(2H3)methyl](2H)pyrimidin-2-yl}hexahydropyrrolo[3,4-c]pyrrole C(C1=NC(NC(=C1)C([2H])([2H])[2H])N1CC2C(C1)CNC2)([2H])([2H])[2H]